2-((4-(2-(4-chlorophenoxy)acetyl)piperazin-1-yl)methyl)-3-(2-isopropoxy-5-(methylsulfonyl)phenyl)quinazolin-4(3H)one ClC1=CC=C(OCC(=O)N2CCN(CC2)CC2=NC3=CC=CC=C3C(N2C2=C(C=CC(=C2)S(=O)(=O)C)OC(C)C)=O)C=C1